methyl-4-(dimethylamino)-benzenesulfinate COS(=O)C1=CC=C(C=C1)N(C)C